C1(CC1)S(=O)(=O)N[C@@H]1[C@@H](N([C@@H](C1)C(F)F)C(=O)OC)COC1CC2CC2(CC1)C1=NC=C(C=N1)F methyl (2R,3S,5S)-3-(cyclopropanesulfonamido)-5-(difluoromethyl)-2-(((6-(5-fluoropyrimidin-2-yl)bicyclo[4.1.0]heptan-3-yl)oxy)methyl)pyrrolidine-1-carboxylate